NC=1C=NC(=NC1)C 5-amino-2-methylpyrimidine